ClC=1C=C2C=CC(=NC2=CC1)C1=CC2=CC(N=C2C=C1)=O 5-(6-chloroquinolin-2-yl)indol-2-one